CO[Si](CCCN1CCN(CC1)[Si](C)(C)C)(OC)OC 1-[3-(trimethoxysilyl)propyl]-4-trimethylsilylpiperazine